7-hydroxy-1-heptene OCCCCCC=C